(2-isopropylphenyl)(6-methoxy-2-(2-methoxy-7-methylquinoxalin-5-yl)benzo[d]thiazol-4-yl)methanol C(C)(C)C1=C(C=CC=C1)C(O)C1=CC(=CC2=C1N=C(S2)C2=C1N=CC(=NC1=CC(=C2)C)OC)OC